decafluorobenzhydrol C1(=C(C(=C(C(=C1F)F)F)F)F)C(C2=C(C(=C(C(=C2F)F)F)F)F)O